COC=1C=C2C(=NC=NC2=CC1OC)N1CC(C1)CCP(O)(O)=O 2-(1-(6,7-dimethoxyquinazolin-4-yl)azetidin-3-yl)ethylphosphonic acid